6-((4-(2-(((benzyloxy)carbonyl)amino)propan-2-yl)-6-(3,4-difluorophenyl)pyridin-2-yl)oxy)-1-methyl-3-azabicyclo[3.1.0]hexane-3-carboxylate C(C1=CC=CC=C1)OC(=O)NC(C)(C)C1=CC(=NC(=C1)C1=CC(=C(C=C1)F)F)OC1C2CN(CC12C)C(=O)[O-]